bis(3,5-difluoro-4-hydroxyphenyl)methane FC=1C=C(C=C(C1O)F)CC1=CC(=C(C(=C1)F)O)F